C1(CC1)NC(C(C(C[C@H]1C(NCC1)=O)NC([C@H](CC(C)(C)C)NC([C@@H](C)OC1=C(C=C(C=C1)Cl)Cl)=O)=O)=O)=O (2S)-N-(4-(cyclopropylamino)-3,4-dioxo-1-((S)-2-oxopyrrolidin-3-yl)butan-2-yl)-2-((R)-2-(2,4-dichlorophenoxy)propanamido)-4,4-dimethylpentanamide